2-(diethylcarbamoylamino)-4-[2-(3-methoxyphenoxy)ethyl-[4-(5,6,7,8-tetrahydro-1,8-naphthyridin-2-yl)butyl]amino]butanoic acid C(C)N(C(=O)NC(C(=O)O)CCN(CCCCC1=NC=2NCCCC2C=C1)CCOC1=CC(=CC=C1)OC)CC